tert-Butyl 3-[3-(trifluoromethoxy)phenyl]-2,5-dihydropyrrole-1-carboxylate FC(OC=1C=C(C=CC1)C=1CN(CC1)C(=O)OC(C)(C)C)(F)F